FC=1C=C2C(C[C@H]([C@@H](C2=CC1F)NC(NC=1C=C(C(=NC1C1CCOCC1)C(=O)N)C)=O)O)(C)C 5-(3-((1r,2r)-6,7-difluoro-2-hydroxy-4,4-dimethyl-1,2,3,4-tetrahydronaphthalen-1-yl)ureido)-3-methyl-6-(tetrahydro-2H-pyran-4-yl)pyridinecarboxamide